N-{4-[(3-{3-cyano-4-[(propan-2-yl)oxy]phenyl}-1-{[2-(trimethylsilyl)ethoxy]methyl}-1H-pyrrolo[2,3-b]pyridin-4-yl)oxy]-3,5-difluorophenyl}-N'-(3-hydroxypropyl)thiourea C(#N)C=1C=C(C=CC1OC(C)C)C1=CN(C2=NC=CC(=C21)OC2=C(C=C(C=C2F)NC(=S)NCCCO)F)COCC[Si](C)(C)C